C(C)(C)C1=C(CC=2C(=NC(=NC2)N)NCC2=CC=C(C=C2)OC)C=C(C(=C1)OC)OC 2-Isopropyl-4,5-dimethoxy-benzyl-N4-(4-methoxy-benzyl)-pyrimidine-2,4-diamine